Fmoc-Diaminopropionic Acid C(=O)(OCC1C2=CC=CC=C2C2=CC=CC=C12)CC(C(=O)O)(N)N